C(CCC)C1(CSC2=C(N(C1)C1=CC(=C(C=C1)F)F)C=C(C(=C2)O)SC)CCCC 3,3-dibutyl-5-(3,4-difluorophenyl)-8-hydroxy-7-(methylsulfanyl)-2,3,4,5-tetrahydro-1,5-benzothiazepine